ClC=1C(C(=CC(C1)(N)N)Cl)=C1C=CC(N)(C=C1)N 2,6-dichloro-4,4'-diaminobenzidine